4-(3''-chloro-5-cyano-2'-methoxy-4''-(3-methyl-2-oxoimidazolidin-1-yl)-[1,1':3',1''-terphenyl]-3-yl)piperazine-1-carboxylic acid tert-butyl ester C(C)(C)(C)OC(=O)N1CCN(CC1)C=1C=C(C=C(C1)C#N)C1=C(C(=CC=C1)C1=CC(=C(C=C1)N1C(N(CC1)C)=O)Cl)OC